1-(6-(5-chloro-7-fluoro-6-(3-hydroxynaphthalen-1-yl)benzo[c]isothiazol-3-yl)-2,6-diazaspiro[3.3]hept-2-yl)prop-2-en-1-one ClC1=CC=2C(=NSC2N2CC3(CN(C3)C(C=C)=O)C2)C(=C1C1=CC(=CC2=CC=CC=C12)O)F